FC(C=1C(=NC(=CC1)N1C=NC2=C1C=C1C(=C2)NC(N1C=1N=NC(=CC1)C)=O)N1N=C(C=C1C)C#N)F 1-[3-(difluoromethyl)-6-[1-(6-methylpyridazin-3-yl)-2-oxo-3H-imidazo[4,5-f]benzimidazol-7-yl]-2-pyridyl]-5-methyl-pyrazole-3-carbonitrile